mercapto-proline SN1[C@@H](CCC1)C(=O)O